2-{4-(phenanthrene-9-yl)phenyl}-5-{4-(1,10-Phenanthroline-2-yl)phenyl}pyrimidine C1=CC=CC=2C3=CC=CC=C3C(=CC12)C1=CC=C(C=C1)C1=NC=C(C=N1)C1=CC=C(C=C1)C1=NC2=C3N=CC=CC3=CC=C2C=C1